1-{5-[(dimethylamino)methyl]-1,3-dioxo-2,3-dihydro-1$l6,2-benzothiazol-1-ylidene}-3-(1,2,3,5,6,7-hexahydro-s-indacen-4-yl)urea CN(C)CC=1C=CC2=C(C(NS2(=O)=NC(=O)NC2=C3CCCC3=CC=3CCCC23)=O)C1